C1[C@H]2[C@H]([C@@H](O1)[C@@H]([C@@H](O2)O)O)O The molecule is an anhydrohexose obtained by formation of a ring across the 3 and 6 positions of alpha-L-galactopyranose. It has a role as a marine metabolite. It is an anhydrohexose and a bridged compound. It derives from an alpha-L-galactose.